FCCCN1CC(C1)NC1=NC=C(N=C1)[C@H]1N([C@@H](CC2=C3C(=CC=C12)NN=C3)C)CC(F)(F)F N-(1-(3-fluoropropyl)azetidin-3-yl)-5-((6S,8R)-8-methyl-7-(2,2,2-trifluoroethyl)-6,7,8,9-tetrahydro-3H-pyrazolo[4,3-f]isoquinolin-6-yl)pyrazin-2-amine